N=1N(N=C2C1C=CC=C2)C=2C(=C(C=C(C2)C)C(CCCCCCC)C2=C(C(=CC(=C2)C)N2N=C1C(=N2)C=CC=C1)O)O 1,1-bis(3-(2H-benzotriazol-2-yl)-2-hydroxy-5-methylphenyl)octane